N-[4-(2-{5-chloro-2-oxo-1,2-dihydrospiro[indole-3,4'-piperidin]-1'-yl}ethoxy)-2,6-difluorophenyl]-N-methylmethanesulfonamide ClC=1C=C2C(=CC1)NC(C21CCN(CC1)CCOC1=CC(=C(C(=C1)F)N(S(=O)(=O)C)C)F)=O